3-cyano-7,7-difluoro-4,6-dihydro-1H-pyrazolo[4,3-c]pyridine-5-carboxylic acid tert-butyl ester C(C)(C)(C)OC(=O)N1CC2=C(C(C1)(F)F)NN=C2C#N